NC1=CC(N(C2=CC(=CC=C12)C(F)(F)F)C1=C2CCNCC2=CC=C1)=O 4-Amino-2-oxo-1-(1,2,3,4-tetrahydroisoquinolin-5-yl)-7-(trifluoromethyl)-1,2-dihydroquinoline